nonadecyl oleate eicosanoate C(CCCCCCCCCCCCCCCCCCC)(=O)O.C(CCCCCCC\C=C/CCCCCCCC)(=O)OCCCCCCCCCCCCCCCCCCC